BrC1=CC=2C3=CC(=C(C=C3C3=CC(=C(C=C3C2C=C1OC)Br)OC)OC)Br 2,6,11-tribromo-3,7,10-trimethoxytriphenylene